O=C(C(=O)NCCCCCC(=O)O)NCCCCCC(=O)O 6'-[(1,2-dioxo-1,2-ethanediyl)diimino]bis-hexanoic acid